S(=O)(=O)([O-])[O-].[Ce+3].BrC=1C(=NC=C(C1NCC1=CC=C(C=C1)S(=O)(=O)N)[N+](=O)[O-])OC.S(=O)(=O)([O-])[O-].S(=O)(=O)([O-])[O-].[Ce+3] 4-(((3-bromo-2-methoxy-5-nitropyridin-4-yl)amino)methyl)benzenesulfonamide cerium sulfate